CC(C(=O)OCC=C)(C)C.CC(C(=O)OC)(C)C allyl methyl bis(methyl isobutyrate)